2,5-Dimethyl-3-(6-{5-[(7S)-7-methyl-7-[(2R)-2-methylpyrrolidin-1-yl]-6,7,8,9-tetrahydro-5H-benzo[7]annulen-2-yl]-1H-pyrazolo[3,4-b]pyridin-3-yl}pyridin-3-yl)pyrazine CC1=NC=C(N=C1C=1C=NC(=CC1)C1=NNC2=NC=C(C=C21)C=2C=CC1=C(CC[C@](CC1)(N1[C@@H](CCC1)C)C)C2)C